dibromoammonium Br[NH2+]Br